5-(7-chloro-6-methylimidazo[1,2-b]pyridazin-3-yl)-2-(pyrazin-2-yl)-1,8-naphthyridine ClC1=CC=2N(N=C1C)C(=CN2)C2=C1C=CC(=NC1=NC=C2)C2=NC=CN=C2